COC=1C(=C2C=CN(C2=C(C1)C)C(=O)OC(C)(C)C)CN1C(CC2(CC2)CC1)C=1C(=NC(=CC1)C(=O)OC)NC tert-butyl 5-methoxy-4-((5-(6-(methoxycarbonyl)-2-(methylamino)pyridin-3-yl)-6-azaspiro[2.5]octan-6-yl)methyl)-7-methyl-1H-indole-1-carboxylate